The molecule is a fatty acyl-AMP(1-) obtained by deprotonation of the phosphate OH group of tetradecanoyl-AMP; major species at pH 7.3. It is a saturated fatty acyl-AMP(1-) and a long-chain fatty acyl-AMP(1-). It is a conjugate base of a tetradecanoyl-AMP. CCCCCCCCCCCCCC(=O)OP(=O)([O-])OC[C@@H]1[C@H]([C@H]([C@@H](O1)N2C=NC3=C(N=CN=C32)N)O)O